2-bromo-5-fluoro-1H-benzo[d]imidazole BrC1=NC2=C(N1)C=CC(=C2)F